1-(2-fluoro-6-(pyrrolidin-1-yl)pyridin-4-yl)ethanone FC1=NC(=CC(=C1)C(C)=O)N1CCCC1